2-(4-Nitrophenyl)oxirane [N+](=O)([O-])C1=CC=C(C=C1)C1OC1